methyl (2R)-1-[(4-tert-butylphenyl)-[2-[(4,4-difluorocyclohexyl)amino]-1-(5-fluoro-3-pyridyl)-2-oxo-ethyl]sulfamoyl]pyrrolidine-2-carboxylate C(C)(C)(C)C1=CC=C(C=C1)N(S(=O)(=O)N1[C@H](CCC1)C(=O)OC)C(C(=O)NC1CCC(CC1)(F)F)C=1C=NC=C(C1)F